C(C1=CC=CC=C1)OC(=O)NC1=CC(=C(C=C1)C1CCN(CC1)CC1(CCN(CC1)C(=O)OC(C)(C)C)F)F tert-butyl 4-((4-(4-(((benzyloxy)carbonyl)amino)-2-fluorophenyl)piperidin-1-yl)methyl)-4-fluoropiperidine-1-carboxylate